acryloylpropyl-dimethylmethoxysilane C(C=C)(=O)CO[Si](C)(C)CCC